4-(azetidin-1-yl)-1-(2-chlorophenyl)-7-(trifluoromethyl)quinazolin-2(1H)-one N1(CCC1)C1=NC(N(C2=CC(=CC=C12)C(F)(F)F)C1=C(C=CC=C1)Cl)=O